(4-nitrophenyl) [trans-(1RS,2RS)-2-(2-pyridyldisulfanyl)cycloheptyl] carbonate C(OC1=CC=C(C=C1)[N+](=O)[O-])(O[C@H]1[C@@H](CCCCC1)SSC1=NC=CC=C1)=O |r|